C(C)(C)(CC(C)(C)C)C1=CC=C(C=C1)O p-tert-octylphenol